5,5,8,8-tetramethyl-5,6,7,8-tetrahydro-1H-cyclopenta[b]naphthalene CC1(C=2C=C3C(=CC2C(CC1)(C)C)CC=C3)C